OCCN(C(=O)C=1C=NC(=C(C1)C1=NN(C=C1)C)OC1=CC=C(C=C1)C(F)(F)F)C N-(2-Hydroxyethyl)-N-methyl-5-(1-methyl-1H-pyrazol-3-yl)-6-[4-(trifluoromethyl)phenoxy]pyridine-3-carboxamide